C(C)OC(C1=CC=C(C=C1)N(C)C)=O Ethyl-p-(dimethylamino)-benzoat